C=C1OCC(O1)=C 2,4-dimethylene-1,3-dioxolane